4-Amino-2-methyl-naphthalen-1-ol NC1=CC(=C(C2=CC=CC=C12)O)C